3-chloro-4-(hydroxymethyl)-2'-[2-(2-hydroxypropan-2-yl)pyrimidin-4-yl]-5',6-dimethyl-[1,4'-bipyridin]-2-one ClC=1C(N(C(=CC1CO)C)C1=CC(=NC=C1C)C1=NC(=NC=C1)C(C)(C)O)=O